FC1=CC=C(C=C1)[C@@](C([2H])([2H])[2H])(N)C=1C=NC(=NC1)N1CCN(CC1)C1=NC=NN2C1=CC(=C2)C=2C=NN(C2)C (R)-1-(4-fluorophenyl)-1-(2-(4-(6-(1-methyl-1H-pyrazol-4-yl)pyrrolo[2,1-f][1,2,4]triazin-4-yl)piperazin-1-yl)pyrimidin-5-yl)ethan-2,2,2-d3-1-amine